BrC1=CN=C2C(=N1)NC(=C2)C2(CCC2)C(F)(F)F 3-Bromo-6-[1-(trifluoromethyl)cyclobutyl]-5H-pyrrolo[2,3-b]pyrazine